OB1OC2=C(C[C@@H]1NC(C(NC(=O)C=1C=CC=3N(C1)N=CC3)C3=CC=C(C=C3)P(=O)(O)O)=O)C=CC=C2C(=O)O (3R)-2-hydroxy-3-(2-(4-phosphonophenyl)-2-(pyrazolo[1,5-a]pyridine-6-carboxamido)acetamido)-3,4-dihydro-2H-benzo[e][1,2]oxaborinine-8-carboxylic acid